FC1=C2C(=NC=3N(C2=CC=C1)C(=NN3)C)N3CCOCC1=C3C=CC=C1C#CC(C#N)(C)C [1-(6-Fluoro-1-methyl-[1,2,4]triazolo[4,3-a]quinazolin-5-yl)-3,5-dihydro-2H-4,1-benzoxazepin-6-yl]-2,2-dimethyl-but-3-ynenitrile